C1(CC(C(CC1)C(C)(C)O)O)C menthol-8-ol